N-(4-(dimethylamino)-3-((3-(thiazol-2-yl)benzyl)carbamoyl)phenyl)pyrrolidine-3-carboxamide hydrochloride Cl.CN(C1=C(C=C(C=C1)NC(=O)C1CNCC1)C(NCC1=CC(=CC=C1)C=1SC=CN1)=O)C